N-[Cis-(7RS,9SR)-3-cyclopropyl-9-(isochinolin-4-ylamino)-5-(2-methylpropylsulfamoyl)-8,9-dihydro-7H-cyclopenta[h]isochinolin-7-yl]pyridin-3-carboxamid C1(CC1)C=1N=CC2=C3C(=CC(=C2C1)S(NCC(C)C)(=O)=O)[C@@H](C[C@@H]3NC3=CN=CC1=CC=CC=C31)NC(=O)C=3C=NC=CC3 |r|